1,1-dicyanoethene C(#N)C(=C)C#N